C[C@@H]1C(C[C@H]2[C@@H]3CC[C@H]([C@H]2C1)C3)=O |r| (1RS,2SR,5SR,7RS,8SR)-5-methyltricyclo[6.2.1.0~2,7~]undecan-4-one